N-(2-methylpropyl)amid CC(C[NH-])C